5-{5-methoxy-3-[5-(trifluoromethyl)-2,3-dihydro-1-benzofuran-2-yl]phenyl}-1H-tetraazole COC=1C=C(C=C(C1)C1=NN=NN1)C1OC2=C(C1)C=C(C=C2)C(F)(F)F